tert-Butyl 4-(4-formyl-3-hydroxyphenyl)piperazine-1-carboxylate C(=O)C1=C(C=C(C=C1)N1CCN(CC1)C(=O)OC(C)(C)C)O